di-nitrophenyl-L-lysine [N+](=O)([O-])[C@](N(C1=CC=CC=C1)[N+](=O)[O-])(CCCCN)C(=O)O